(S,E)-N-(1-cyclopropyl-3-(methylsulfonyl)allyl)-6-(cyclopropyldifluoromethyl)-5-fluoro-2-phenoxynicotinamide C1(CC1)[C@@H](\C=C\S(=O)(=O)C)NC(C1=C(N=C(C(=C1)F)C(F)(F)C1CC1)OC1=CC=CC=C1)=O